CNC(CN(C=1C2=C(N=C(N1)C1=NC=CC=C1)SC(=C2)C2=CC=CC=C2)C)=O N-methyl-2-{methyl[6-phenyl-2-(pyridin-2-yl)thieno[2,3-d]pyrimidin-4-yl]amino}acetamide